(±)-(4Z)-4-(1,3-benzothiazol-6-ylmethylene)-2-[[trans-3-hydroxycyclohexyl]amino]-1H-imidazol-5-one S1C=NC2=C1C=C(C=C2)\C=C\2/N=C(NC2=O)N[C@@H]2C[C@H](CCC2)O |r|